ethylcarbamoylmethyl-thioacetic acid C(C)NC(=O)CCC(=S)O